NC=1C2=C(N=CN1)N(C=C2)[C@@H]2O[C@@H]([C@H]([C@H]2O)O)[C@@H]2OCC1=CC(=CC=C21)Cl (2R,3R,4S,5S)-2-(4-aminopyrrolo[2,3-d]pyrimidin-7-yl)-5-[(1R)-5-chloro-1,3-dihydroisobenzofuran-1-yl]tetrahydrofuran-3,4-diol